10,15,20-tris(pentafluorophenyl)porphyrin FC1=C(C(=C(C(=C1C=1C=2C=CC(=CC3=CC=C(N3)C(=C3C=CC(C(=C4C=CC1N4)C4=C(C(=C(C(=C4F)F)F)F)F)=N3)C3=C(C(=C(C(=C3F)F)F)F)F)N2)F)F)F)F